(R)-5-((3-aminopiperidin-1-yl)methyl)-2-methoxy-N-(4-(4-morpholino-7H-pyrrolo[2,3-d]pyrimidin-6-yl)phenyl)benzamide N[C@H]1CN(CCC1)CC=1C=CC(=C(C(=O)NC2=CC=C(C=C2)C2=CC3=C(N=CN=C3N3CCOCC3)N2)C1)OC